NC1(CCOCC1)C1=CC(=NC(=C1)S(=O)(=O)C)NC1=CC(=NC=C1C1=CC=C2C(=N1)OCC(O2)(C)C)NC(C)=O N-(4-((4-(4-aminotetrahydro-2H-pyran-4-yl)-6-(methylsulfonyl)pyridin-2-yl)amino)-5-(2,2-dimethyl-2,3-dihydro-[1,4]dioxino[2,3-b]pyridin-6-yl)pyridin-2-yl)acetamide